4-(chloro(p-tolyl)methyl)naphthalene ClC(C1=CC=CC2=CC=CC=C12)C1=CC=C(C=C1)C